FC1=C2C(=C(/C(/C2=CC=C1)=C/C1=CC=C(C=C1)COC1=CC=CC=C1)C)CC(=O)O (Z)-2-(4-fluoro-2-methyl-1-(4-(phenoxymethyl)benzylidene)-1H-inden-3-yl)-acetic acid